ClC1=CC(N(C2=CC(=CC=C12)O)C)=O 4-chloro-7-hydroxy-1-methylquinolin-2(1H)-one